ClC=1C=C2C3=NNC4=CC=C(OCCCNC(COC(C1)=C2)=O)C=C34 4-chloro-7,14-dioxa-10,19,20-triazatetracyclo[13.5.2.12,6.018,21]tricosa-1(20),2,4,6(23),15,17,21-heptaen-9-one